nonylaminosilane C(CCCCCCCC)N[SiH3]